NC=1C=C(C(=NC1)C)NC(=O)C=1N=NN2C1C=CC(=C2)Br N-(5-amino-2-methylpyridin-3-yl)-6-bromo-[1,2,3]triazolo[1,5-a]pyridine-3-carboxamide